Cl.COC1=CC=C(C=C1)[C@@H](C)N[C@@H](C(=O)N)C1=CSC=C1 (R)-2-(((R)-1-(4-methoxyphenyl)ethyl)amino)-2-(thiophen-3-yl)acetamide hydrochloride